N[C@@H](CC(=O)O)C(=O)N1CCC(CC1)C(C)(C)C (3S)-3-Amino-4-(4-tert-butyl-1-piperidyl)-4-oxo-butanoic acid